OC1=C(C(=O)OCC2=CC=CC=C2)C=CC=C1 benzyl 2-hydroxybenzoate